(1R,2S,5S)-methyl 3-((2S,3R)-2-((tert-butoxycarbonyl)amino)-3-methoxybutanoyl)-6,6-dimethyl-3-azabicyclo[3.1.0]hexane-2-carboxylate C(C)(C)(C)OC(=O)N[C@H](C(=O)N1[C@@H]([C@H]2C([C@H]2C1)(C)C)C(=O)OC)[C@@H](C)OC